[C@H]12CCC[C@H](C1C(=O)O)C2 (1R,5S,6S)-BICYCLO[3.1.1]HEPTANE-6-CARBOXYLIC ACID